C(C)(C)(C)OC(=O)N1CC=2N=C(N=CC2C1)C(C=1C=C(C=CC1)N1CCN(CC1)C(=O)OCC1=CC=CC=C1)O Benzyl 4-[3-({6-[(tert-butoxy)carbonyl]-5H,6H,7H-pyrrolo[3,4-d]pyrimidin-2-yl} (hydroxy)methyl)phenyl]piperazine-1-carboxylate